1-(((2S,3S,4S)-3-ethyl-4-fluoro-5-oxopyrrolidin-2-yl)methoxy)-7-methoxy-4-((1-(tetrahydro-2H-pyran-2-yl)-1H-pyrazol-4-yl)ethynyl)isoquinoline-6-carbonitrile C(C)[C@H]1[C@H](NC([C@H]1F)=O)COC1=NC=C(C2=CC(=C(C=C12)OC)C#N)C#CC=1C=NN(C1)C1OCCCC1